Kalium silanolat [SiH3][O-].[K+]